C(N)(=O)[C@H]1N(CCC1)C(=O)OC(C)(C)C tert-butyl (2S)-2-carbamoylpyrrolidin-1-carboxylate